5-methoxy-4-(piperazin-1-yl)pyrimidine 2,2,2-trifluoroacetate FC(C(=O)O)(F)F.COC=1C(=NC=NC1)N1CCNCC1